BOC-L-glutamic acid-1-tert-butyl ester C(C)(C)(C)OC([C@@H](NC(=O)OC(C)(C)C)CCC(=O)O)=O